[C@@H]12N(C[C@@H](C=C1)C2)C(CC2=COC1=C2C=C(C=C1)OC)=O 1-((1S,4R)-2-azabicyclo[2.2.1]hept-5-en-2-yl)-2-(5-methoxybenzofuran-3-yl)ethan-1-one